O1CC[C@@H]2CN(CC[C@@H]21)CC2=CC(=C1CN(C(C1=C2)=O)C2=CC(=CC=C2)C2(COC2)CC2=NN=CN2C)C(F)(F)F |o1:3,8| rel-6-[(3aR,7aS)-hexahydro-2H-furo[3,2-c]pyridin-5-ylmethyl]-2-(3-{3-[(4-methyl-1,2,4-triazol-3-yl)methyl]oxetan-3-yl}phenyl)-4-(trifluoromethyl)-3H-isoindol-1-one